3,3-diethyl-5-(2-(5-(3-hydroxyphenyl)hexahydropyrrolo[3,4-c]pyrrol-2(1H)-yl)ethyl)dihydrofuran-2(3H)-one C(C)C1(C(OC(C1)CCN1CC2CN(CC2C1)C1=CC(=CC=C1)O)=O)CC